6,6'''-(propane-1,3-diylbis(oxy))bis(3'-fluoro-5-(2,4,4-trimethylpentan-2-yl)-[1,1'-biphenyl]-2-ol) C(CCOC=1C(=CC=C(C1C1=CC(=CC=C1)F)O)C(C)(CC(C)(C)C)C)OC1=CC=C(C=C1C=1C(=CC=C(C1)C(C)(CC(C)(C)C)C)O)F